(5aR,5bS,7aS,10aS,10bR)-2-(4-hydroxyphenyl)-5a,7a-dimethyl-5,5a,5b,6,7,7a,8,9,10,10a,10b,11-dodecahydro-4H-cyclopenta[7,8]phenanthro[2,1-d]thiazol-8-ol OC1=CC=C(C=C1)C=1SC2=C(N1)CC[C@@]1([C@H]3CC[C@]4([C@H]([C@@H]3CC=C12)CCC4O)C)C